(1-(2-hydroxyethyl)-1H-indazol-3-yl)(pyrrolidin-1-yl)methanone OCCN1N=C(C2=CC=CC=C12)C(=O)N1CCCC1